C(#C)C=1C(=NN(C1)C1=CC=CC=C1)OCCCCCC 4-ethynyl-3-(hexyloxy)-1-phenyl-1H-pyrazole